5-(3-(6-((7-chloro-1-methyl-1H-indazol-6-yl)methyl)-2-azaspiro[3.3]heptan-2-yl)propyl)pyridazin-3(2H)-one ClC=1C(=CC=C2C=NN(C12)C)CC1CC2(CN(C2)CCCC2=CC(NN=C2)=O)C1